S1C=NC2=C1C=CC(=C2)NC2=NC=NC1=CC(=C(C=C21)S(=O)(=O)C(C)(C)C)OCCNC(OC(C)(C)C)=O tert-butyl (2-((4-(benzo[d]thiazol-5-ylamino)-6-(tert-butylsulfonyl)quinazolin-7-yl)oxy)ethyl)carbamate